CC(CCC#N)(C(CC)=C=O)C#CC1=CC=CC=C1 4-methyl-5-carbonyl-4-(phenylethynyl)heptanenitrile